Cl.COC([C@]1(NCCC1)CC1=CC=CC=C1)=O (R)-2-benzylproline methyl ester hydrochloride